[S-]SS[S-].[Zn+2].[V+5] vanadium zinc tetrasulfide